ClC=1C=C(C=C(C1OC=1C=C2CCN(C(C2=CC1)=O)C1=C(C=CC=C1)F)Cl)N1N=CC(NC1=O)=O 2-(3,5-dichloro-4-((2-(2-fluorophenyl)-1-oxo-1,2,3,4-tetrahydroisoquinolin-6-yl)oxy)phenyl)-1,2,4-triazine-3,5(2H,4H)-dione